N-methyl-4,5-dimethylthiazole iodide [I-].CN1CSC(=C1C)C